N1(CCC1)C(C(C)(C)C1=CC=C(C=C1)NC=1N=C(N2C1C(NCC2)=O)C2=C(C=CC=C2F)F)=O 1-((4-(1-(azetidin-1-yl)-2-methyl-1-oxopropan-2-yl)phenyl)amino)-3-(2,6-diFluorophenyl)-6,7-dihydroimidazo[1,5-a]pyrazin-8(5H)-one